3-[(morpholin-4-yl)methyl]aniline N1(CCOCC1)CC=1C=C(N)C=CC1